4-(Cyclopentyloxy)-3-Fluoroaniline C1(CCCC1)OC1=C(C=C(N)C=C1)F